5-chloro-2-((3,4,4-trifluorobut-3-en-1-yl)thio)-1λ3,3λ2-thiazole ClC1=C[N]C(=[S]1)SCCC(=C(F)F)F